C(C)(C)(C)OC(=O)N1CCC(CC1)C1=CC=C(C=C1)CC(=O)O 2-[4-(1-tert-butoxycarbonyl-4-piperidyl)phenyl]acetic acid